(3S,4R)-3-[(4R)-benzyl-2-oxo-oxazolidine-3-carbonyl]-4-(4-trifluoromethylphenyl)-pyrrolidine-1-carboxylic acid tert-butyl ester C(C)(C)(C)OC(=O)N1C[C@H]([C@@H](C1)C1=CC=C(C=C1)C(F)(F)F)C(=O)N1C(OC[C@H]1CC1=CC=CC=C1)=O